O[C@@]1(C(N(CC1)C)=O)C1=CC(=NO1)C1=NC(=CC=C1)C1=NC(=NC=C1)NC=1C=NOC1C (R)-3-hydroxy-1-methyl-3-(3-(6-(2-((5-methylisoxazol-4-yl)amino)pyrimidin-4-yl)pyridin-2-yl)isoxazol-5-yl)pyrrolidin-2-one